(S)-7-((3-chloro-6-oxopyridazin-1(6H)-yl)methyl)-4-(cyclopropylethynyl)-4-(trifluoromethyl)-3,4-dihydroquinazolin-2(1H)-one ClC1=NN(C(C=C1)=O)CC1=CC=C2[C@](NC(NC2=C1)=O)(C(F)(F)F)C#CC1CC1